3-(3-chloro-5-(trifluoromethyl)pyridin-2-yl)-6-fluoro-5-isothiocyanato-benzothiazol-2(3H)-one ClC=1C(=NC=C(C1)C(F)(F)F)N1C(SC2=C1C=C(C(=C2)F)N=C=S)=O